(S)-benzo[d]oxazol-2-yl(pyrrolidin-2-yl)methanone 2,2,2-trifluoroacetate FC(C(=O)O)(F)F.O1C(=NC2=C1C=CC=C2)C(=O)[C@H]2NCCC2